OCC1=C[C@H]([C@@H](CC1)C(=C)C)C1=C(C=C(C=C1O)CCC)O [(1R,6R)-3-(hydroxymethyl)-6-(prop-1-en-2-yl)cyclohex-2-en-1-yl]-5-propylbenzene-1,3-diol